3-[5,7-difluoro-1-methyl-6-[1-(4-piperidylmethyl)-4-piperidyl]indazol-3-yl]piperidine-2,6-dione FC=1C=C2C(=NN(C2=C(C1C1CCN(CC1)CC1CCNCC1)F)C)C1C(NC(CC1)=O)=O